2-hydroxy-4-ethoxybenzophenone OC1=C(C(=O)C2=CC=CC=C2)C=CC(=C1)OCC